OCC1(COC1)CNC(OC(C)(C)C)=O tert-butyl ((3-(hydroxymethyl)oxetan-3-yl)methyl)carbamate